ClC1=C(C=CC=C1)NC=1C=C2C=NN(C2=CC1)C=1C=C(SC1)C(=O)NCC#N 4-(5-((2-chlorophenyl)amino)-1H-indazol-1-yl)-N-(cyanomethyl)thiophene-2-carboxamide